C(=O)C1=C[CH-]C=C1.[CH-]1C=CC=C1.[Fe+2] 3-formyl-ferrocene